NCC1CCN(CC1)CC(=O)NC(C([2H])([2H])[2H])(C)C 2-[4-(aminomethyl)-1-piperidyl]-N-(2,2,2-trideuterio-1,1-dimethyl-ethyl)acetamide